COC1=CC=C(C=C1)C[C@@H]1CC[C@@H](N1)[C@H](O)C=1C=NC=C(C1)F (R)-{(2R,5S)-5-[(p-methoxyphenyl)methyl]-2-pyrrolidinyl}(5-fluoro-3-pyridyl)methanol